ClC1=NN2C(N=CC(=C2C(C)C)NC2=CC=C(C=C2)[C@@H](C(F)(F)F)N(C(=O)C2CCS(CC2)(=O)=O)C)=N1 N-[(1S)-1-(4-{[2-chloro-7-(propan-2-yl)-[1,2,4]triazolo[1,5-a]pyrimidin-6-yl]amino}phenyl)-2,2,2-trifluoroethyl]-N-methyl-1,1-dioxo-thiane-4-carboxamide